C(C)SC1=C(C=CC(=C1)I)N1N=CC(=C1)OCC(C(C(F)(F)F)(F)F)(F)F 1-(2-(ethylthio)-4-iodophenyl)-4-(2,2,3,3,4,4,4-heptafluorobutoxy)-1H-pyrazole